(R)-3-(4-cyanophenethyl)-1-(2-(pyridin-2-yl)propan-2-yl)-N-(2-(trifluoromethyl)pyrimidin-5-yl)pyrrolidine-3-carboxamide C(#N)C1=CC=C(CC[C@@]2(CN(CC2)C(C)(C)C2=NC=CC=C2)C(=O)NC=2C=NC(=NC2)C(F)(F)F)C=C1